N=1C=NN2C1C=C(C=C2)C=2C=NN(C2)CC(=O)NC2=CC=C(C=C2)OC(F)(F)F 2-[4-([1,2,4]Triazolo[1,5-a]pyridin-7-yl)pyrazol-1-yl]-N-[4-(trifluoromethoxy)phenyl]acetamide